NC1=C(C=NC(=C1)C=C)CC 1-(4-amino-6-ethenylpyridin-3-yl)ethan